N-{5-fluoro-4-methoxy-6-[(1H-pyrazol-1-yl)methyl]-1,2-benzoxazol-3-yl}-2,6-dimethoxybenzene-1-sulfonamide FC=1C(=CC2=C(C(=NO2)NS(=O)(=O)C2=C(C=CC=C2OC)OC)C1OC)CN1N=CC=C1